(1S,2S)-N-(6-(5-chloro-6-fluoro-7-(2-methyl-1H-pyrrol-1-yl)-1H-indazol-4-yl)imidazo[1,2-a]pyridin-2-yl)-2-fluorocyclopropane-1-carboxamide ClC=1C(=C2C=NNC2=C(C1F)N1C(=CC=C1)C)C=1C=CC=2N(C1)C=C(N2)NC(=O)[C@H]2[C@H](C2)F